5-((5-((1-((1s,3s)-3-((5-(5H-pyrido[4,3-b]indol-7-yl)pyridin-2-yl)oxy)cyclobutane-1-carbonyl)piperidin-4-yl)oxy)pentyl)oxy)-2-(2,6-dioxopiperidin-3-yl)isoindoline-1,3-dione C1=NC=CC=2NC=3C=C(C=CC3C21)C=2C=CC(=NC2)OC2CC(C2)C(=O)N2CCC(CC2)OCCCCCOC=2C=C1C(N(C(C1=CC2)=O)C2C(NC(CC2)=O)=O)=O